C(C)OC1=C(C=C(C=C1F)C(C)C)B(O)O (2-ethoxy-3-fluoro-5-isopropylphenyl)boronic acid